valproamide hydrochloride Cl.C(C(CCC)CCC)(=O)N